NC1=NC(=NC=C1/C=C/C(=O)OCC)C1=C(C=CC=C1)C(C)C ethyl (E)-3-(4-amino-2-(2-isopropylphenyl)pyrimidin-5-yl)acrylate